C1(CC1)C(=O)NC=1N(CC(C(=O)O)=C(C1F)NC1=C(C=CC=C1)NS(=O)(=O)CC)C 6-(cyclopropanecarboxamido)-5-fluoro-N-methyl-4-((2-(N-methylmethanesulfonylamino)phenyl)amino)nicotinic acid